4-(1,3-dimethyl-butyl)-phenol CC(CC(C)C)C1=CC=C(C=C1)O